4-(5-aminopyridin-2-yl)-1-methyl-1H-1,2,3-triazol NC=1C=CC(=NC1)C=1N=NN(C1)C